(±)-2-((4-oxooctan-2-yl)thio)propanoic acid O=C(CC(C)SC(C(=O)O)C)CCCC